2-oxo-1,3-dioxole-4-carboxylic acid O=C1OC=C(O1)C(=O)O